1-hydroxyethyl-pyrrolidone p-toluenesulfonate CC1=CC=C(C=C1)S(=O)(=O)O.OC(C)N1C(CCC1)=O